1,4-diazabicyclo[3.2.2]nonan-4-yl-[3-(p-tolyl)-5,6-dihydro-4H-cyclopenta[c]pyrazol-1-yl]-methanone N12CCN(C(CC1)CC2)C(=O)N2N=C(C1=C2CCC1)C1=CC=C(C=C1)C